tert-butyl 3-(1,3-thiazol-4-yl)-1H,4H,5H,6H,7H-pyrazolo[4,3-c]pyridine-5-carboxylate S1C=NC(=C1)C1=NNC2=C1CN(CC2)C(=O)OC(C)(C)C